ClC1=CC=C(OC2=NC(=NC=C2)C2=CC(=C(C(=C2)F)N2CCC(CC2)CC(=O)O)F)C=C1 2-[1-[4-[4-(4-chlorophenoxy)pyrimidin-2-yl]-2,6-difluoro-phenyl]-4-piperidinyl]acetic acid